N-(1''-(3-(cyclopentyl(hydroxy)methyl)benzoyl)dispiro[cyclopropane-1,1'-cyclohexane-4',3''-indolin]-5''-yl)methanesulfonamide C1(CCCC1)C(C=1C=C(C(=O)N2CC3(C4=CC(=CC=C24)NS(=O)(=O)C)CCC2(CC3)CC2)C=CC1)O